(R)-1-(methoxycarbonyl)piperidine-3-carboxylic acid COC(=O)N1C[C@@H](CCC1)C(=O)O